ClC1=CC=C(OC(CNO)C)C=C1 2-(4-chlorophenoxy)propylhydroxylamine